CC1=NC=NC=C1C1=CC=C(C=C1)[C@H](C)[N+]1=NOC(=C1)[N-]C(NC1=CC(=CC=C1)C(F)(F)F)=O (S)-(3-(1-(4-(4-methylpyrimidin-5-yl)phenyl)ethyl)-1,2,3-oxadiazol-3-ium-5-yl)((3-(trifluoromethyl)phenyl)carbamoyl)amide